BrC1=NC(=CC=C1)C1(CC1)COC 2-bromo-6-(1-(methoxymethyl)cyclopropyl)pyridine